(3-(5-Nitro-2-(2-(trifluoromethyl)pyrimidin-5-yl)phenyl)prop-2-yn-1-yl)carbamic acid tert-butyl ester C(C)(C)(C)OC(NCC#CC1=C(C=CC(=C1)[N+](=O)[O-])C=1C=NC(=NC1)C(F)(F)F)=O